1-(3-ethoxy-4-hydroxyphenyl)-N-ethylmethanimine oxide C(C)OC=1C=C(C=CC1O)C=[N+](CC)[O-]